C(C)N1CCC(CC1)C1=CC=C(C=C1)C=1C=NC=2N(C1)N=CC2C(=O)NC21CCC(CC2)(CC1)O 6-(4-(1-ethylpiperidin-4-yl)phenyl)-N-(4-hydroxy-bicyclo[2.2.2]oct-1-yl)pyrazolo[1,5-a]pyrimidine-3-carboxamide